5-(pyridin-2-yl)thiophene-2-carboxylic acid N1=C(C=CC=C1)C1=CC=C(S1)C(=O)O